C(#N)[C@H](CC1=CC=C(C=C1)C1=CC=C(C=C1)C(F)(F)F)C1(OCCCNC1)C(=O)N ((S)-1-Cyano-2-[4'-(trifluoromethyl)biphenyl-4-yl]ethyl)-1,4-oxazepane-2-carboxamide